hexenyldimethyldisiloxane C(=CCCCC)[Si](O[SiH3])(C)C